2-((2-nitrobenzyl)oxy)propanoate [N+](=O)([O-])C1=C(COC(C(=O)[O-])C)C=CC=C1